(R)-4-(2-(bis(methyl-d3)amino)-2-oxoethyl)-9-fluoro-N-(2-fluoro-6-methoxybenzyl)-3-methyl-5-oxo-2,3,4,5-tetrahydrobenzofuro[2,3-f][1,4]oxazepine-3-carboxamide C([2H])([2H])([2H])N(C(CN1[C@](COC2=C(C1=O)OC1=C2C=C(C=C1)F)(C(=O)NCC1=C(C=CC=C1OC)F)C)=O)C([2H])([2H])[2H]